C(CC)C(CCCC)C=CCCCCCC 5-propyl-6-tridecene